2-(2,3,3a,4,6,6a-hexahydro-1H-pyrrolo[3,4-c]pyrrol-5-ylmethyl)-5-chloro-phenol C1NCC2C1CN(C2)CC2=C(C=C(C=C2)Cl)O